C1(CCCC1)C=1C=C2C(=NC1)NC(N2C2CCN(CC2)C(C2=CC=C(C=C2)OC(F)(F)F)=O)=O 6-cyclopentyl-1-[1-[4-(trifluoromethoxy)benzoyl]-4-piperidyl]-3H-imidazo[4,5-b]pyridin-2-one